P([O-])([O-])[O-].[Na+].[Na+].[Na+] sodium phosphite salt